6-(1,3-benzoxazol-2-yl)-2-{[(3-cyclopropylphenyl)(phenyl)methyl](methyl)amino}-5-methoxy-3-methyl-3,4-dihydropyrimidin-4-one O1C(=NC2=C1C=CC=C2)C2=C(C(N(C(=N2)N(C)C(C2=CC=CC=C2)C2=CC(=CC=C2)C2CC2)C)=O)OC